FC(C(=O)O)(F)F.N1CC(C1)C1=CC=C(N=N1)C1=C(C=C(C=C1)C1=CC2=CN(N=C2C(=C1)C)C)O 2-[6-(azetidin-3-yl)pyridazin-3-yl]-5-(2,7-dimethyl-2H-indazol-5-yl)phenol trifluoroacetate salt